COC1=CC=C(C=C1)C=1C=C2CCCNC2=CC1 6-(4-methoxyphenyl)-1,2,3,4-tetrahydroquinoline